[C@H]1(CC[C@H](CC1)C(C)C)C trans-p-menthane